OC1=C(C[C@H](N)C(=O)N)C=CC=C1O 2,3-dihydroxyphenylalanine amide